FC1=NC(=C(C(=C1F)S)F)F 2,3,5,6-tetrafluoro-4-pyridinethiol